(2S)-1,4-bis[2-(4-chloro-3-fluorophenoxy)acetamido]bicyclo[2.2.2]octan-2-yl Methoxyacetate COCC(=O)O[C@@H]1C2(CCC(C1)(CC2)NC(COC2=CC(=C(C=C2)Cl)F)=O)NC(COC2=CC(=C(C=C2)Cl)F)=O